Tert-butyl 4-[1-[2-[2-chloro-4-(trifluoromethyl) anilino]-2-oxo-ethyl]-6-(dimethylamino)-2-ethyl-7-fluoro-4-oxo-1,5-naphthyridin-3-yl]piperazine-1-carboxylate ClC1=C(NC(CN2C(=C(C(C3=NC(=C(C=C23)F)N(C)C)=O)N2CCN(CC2)C(=O)OC(C)(C)C)CC)=O)C=CC(=C1)C(F)(F)F